6-ethylamino-1,3,5-triazine-2-thione C(C)NC1=NC=NC(N1)=S